calcium pantothenate salt C(CCNC([C@H](O)C(C)(C)CO)=O)(=O)[O-].[Ca+2].C(CCNC([C@H](O)C(C)(C)CO)=O)(=O)[O-]